5-Chloro-N-(2-fluoro-3-(9-methyl-2-(methylamino)-[1,2,4]triazolo[4',3':1,6]pyrido[2,3-d]pyrimidin-6-yl)phenyl)-2-methoxypyridine-3-sulfonamide ClC=1C=C(C(=NC1)OC)S(=O)(=O)NC1=C(C(=CC=C1)C1=CC2=C(N=C(N=C2)NC)N2C1=NN=C2C)F